N-[3-(2-chloro-5-fluorophenyl)-6-hydroxy-1-oxo-2,3-dihydro-1H-isoindol-4-yl]-3-fluoro-5-(trifluoromethyl)benzamide ClC1=C(C=C(C=C1)F)C1NC(C2=CC(=CC(=C12)NC(C1=CC(=CC(=C1)C(F)(F)F)F)=O)O)=O